(±)-(1R,2R)-2-(((6-(5-((Isobutoxycarbonyl)amino)-1-methyl-1H-1,2,3-triazol-4-yl)-2-methylpyridin-3-yl)oxy)methyl)cyclobutane-1-carboxylic acid C(C(C)C)OC(=O)NC1=C(N=NN1C)C1=CC=C(C(=N1)C)OC[C@H]1[C@@H](CC1)C(=O)O |r|